C(C1=CC=CC=C1)N(C1CN(CC1)C1COC1)CC1=CC=CC=C1 N,N-dibenzyl-1-(oxetan-3-yl)pyrrolidin-3-amine